O=C1CCC=2C(=CC=NC2N1)C=1C=C(CNS(=O)(=O)C)C=CC1 N-(3-(7-oxo-5,6,7,8-tetrahydro-1,8-naphthyridin-4-yl)benzyl)methanesulfonamide